(R)-1-(4-(1-(2-(4-(2,3-dimethylphenyl)piperazin-1-yl)-2-oxoethyl)-1,4,5,6-tetrahydrocyclopenta[c]pyrazole-3-carbonyl)piperazin-1-yl)-2-hydroxypropan-1-one CC1=C(C=CC=C1C)N1CCN(CC1)C(CN1N=C(C2=C1CCC2)C(=O)N2CCN(CC2)C([C@@H](C)O)=O)=O